(S)-7-((6-((dimethylamino)methyl)-5-(tetrahydrofuran-3-yl)pyridin-2-yl)amino)-4-(7-fluoroimidazo[1,2-a]pyridin-3-yl)isoindolin-1-one L-malate hydrate O.C([C@@H](O)CC(=O)O)(=O)O.CN(C)CC1=C(C=CC(=N1)NC=1C=CC(=C2CNC(C12)=O)C1=CN=C2N1C=CC(=C2)F)[C@H]2COCC2